COC(C(C)(C1=CC=CC=C1)N1N=CC=2C1=NC(=NC2NNC(=O)C=2OC=CC2)N)=O 2-(6-amino-4-(2-(furan-2-carbonyl)hydrazino)-1H-pyrazolo[3,4-d]pyrimidin-1-yl)-2-phenylpropionic acid methyl ester